2-(2-((2-Methyl-5-(6-(2-(4-methylpiperazin-1-yl)ethyl)pyridin-3-yl)phenyl)(propyl)amino)thiazol-4-yl)pyrimidine-4,6-diamine CC1=C(C=C(C=C1)C=1C=NC(=CC1)CCN1CCN(CC1)C)N(C=1SC=C(N1)C1=NC(=CC(=N1)N)N)CCC